t-butylperoxy sec-butyl monocarbonate C(OOOC(C)(C)C)(OC(C)CC)=O